BrC=1C=NC=2OC=3C(=NC(=NC3C2C1)Cl)Cl 12-bromo-4,6-dichloro-8-oxa-3,5,10-triazatricyclo[7.4.0.02,7]trideca-1(9),2(7),3,5,10,12-hexaene